butcarbonyl-iron C(CCC)C(=O)[Fe]